COC=1C(=NC(=NC1)NC1=NC=C(C=C1)C1=CSC=C1)NC1=CC(=CC=C1)C(F)(F)F 5-methoxy-N2-(5-(thiophen-3-yl)pyridin-2-yl)-N4-(3-(trifluoromethyl)phenyl)pyrimidine-2,4-diamine